C[Si](C)(C)C1=C(C=CC(=C1)C#N)C1=CC=CC=C1 trimethylsilyl-1,1'-biphenyl-4-carbonitrile